NC1=CC=C(C=C1)C1(CC=C(C=C1)N)N 1-(4-aminophenyl)-1,4-phenylenediamine